FC1=CC=C2C(=C(C(=NC2=C1)C(F)(F)F)C#CC1=CC=CC=C1)C1=CC=CC=C1 7-Fluoro-4-phenyl-3-(phenylethynyl)-2-(trifluoromethyl)quinoline